C1(CC1)C=1C=NC(=C(C(=O)O)C1)NC1=C(C(=C(C=C1)F)C=1CCOCC1)OCC 5-cyclopropyl-2-((3-(3,6-dihydro-2H-pyran-4-yl)-2-ethoxy-4-fluorophenyl)amino)nicotinic acid